(5-Fluorothiophen-3-yl)methanol FC1=CC(=CS1)CO